BrCCCOC1=CSC=C1C 3-(3'-bromopropyloxy)-4-methylthiophene